N-[2-methyl-5-(1-methylpyrazol-4-yl)-[1,2,4]triazolo[1,5-c]pyrimidin-7-yl]cyclopropanecarboxamide CC1=NN2C(=NC(=CC2=N1)NC(=O)C1CC1)C=1C=NN(C1)C